FC=1C(=C2C(=NC(=NN2C1)NC1CCN(CC1)C1COC1)OC[2H])C=1C=CC2=C(N(N=N2)CCF)C1 6-fluoro-5-(1-(2-fluoroethyl)-1H-benzo[d][1,2,3]triazol-6-yl)-4-(methoxy-d)-N-(1-(oxetan-3-yl)piperidin-4-yl)pyrrolo[2,1-f][1,2,4]triazin-2-amine